C(C=C)(=O)N[NH+]1CCCCC1 acryloylaminopiperidinium